N2-(5-(5-isopropoxy-pyridin-2-yl)-1,3,4-oxadiazol-2-yl)-N3,N3-dimethyl-pyridine-2,3-diamine C(C)(C)OC=1C=CC(=NC1)C1=NN=C(O1)NC1=NC=CC=C1N(C)C